COC1=CC=CC2=C1S(CC1=C2N(N=C1C=O)C1=CC=C(C=C1)CN1CCOCC1)(=O)=O (6-methoxy-1-(4-(morpholinylmethyl)phenyl)-5,5-dioxo-1,4-dihydrothiochromeno[4,3-c]pyrazol-3-yl)methanone